Methyl 4-((2-(acetylthio)ethyl)thio)-2-(3-bromophenyl)-2-methylbutanoate C(C)(=O)SCCSCCC(C(=O)OC)(C)C1=CC(=CC=C1)Br